1-[(2R,3S,4R,5R)-5-(chloromethyl)-3-fluoro-5-(hydroxymethyl)-4-[(4-methoxyphenyl)diphenylmethoxy]oxolan-2-yl]-5-fluoro-3H-pyrimidine-2,4-dione ClC[C@]1([C@H]([C@@H]([C@@H](O1)N1C(NC(C(=C1)F)=O)=O)F)OC(C1=CC=CC=C1)(C1=CC=CC=C1)C1=CC=C(C=C1)OC)CO